1-(tert-butyl)2-ethyl (R)-2-((R)-3-((tert-butyldimethylsilyl)oxy)-2-fluoropropyl)-3-methylenepyrrolidine-1,2-dicarboxylate [Si](C)(C)(C(C)(C)C)OC[C@@H](C[C@]1(N(CCC1=C)C(=O)OCCC(C)(C)C)C(=O)[O-])F